CNC(CCOC1=CC=C2C(=CC(OC2=C1)=O)C1=C(C=CC=C1)C)=O N-methyl-3-((2-oxo-4-(o-tolyl)-2H-chromen-7-yl)oxy)propanamide